C1(=CC=C(C=C1)C=1NC=C(C1)C1=CC=C(C=C1)C(F)(F)F)C 2-(p-tolyl)-4-(4-(trifluoromethyl)phenyl)-1H-pyrrole